N-(7-chloro-6-(1-(4-hydroxy-3-methyltetrahydrofuran-3-yl)piperidin-4-yl)isoquinolin-3-yl)-2-(pyrimidin-5-yl)cyclopropane-1-carboxamide ClC1=C(C=C2C=C(N=CC2=C1)NC(=O)C1C(C1)C=1C=NC=NC1)C1CCN(CC1)C1(COCC1O)C